2-Methyl-5-(3-(trifluoromethoxy)phenyl)-N-(3-(chloromethyl)-1,2,4-thiadiazol-5-yl)furan-3-Formamide CC=1OC(=CC1C(=O)NC1=NC(=NS1)CCl)C1=CC(=CC=C1)OC(F)(F)F